OC1CCC(CC1)N1C2=NC(=NC=C2N(C1=O)C)NC=1C=C2C=CC=NC2=CC1C 9-((1r,4r)-4-hydroxycyclohexyl)-7-methyl-2-((7-methylquinolin-6-yl)amino)-7,9-dihydro-8H-purin-8-one